FC1=C(C=CC(=C1F)OCC(F)(F)F)C1CCC(CC1)C1CCC(CC1)CCC 4-(2,3-difluoro-4-(2,2,2-trifluoroethoxy)phenyl)-4'-propylbi(cyclohexane)